tert-butyl N-[2-(methoxymethyl)-3-piperidyl]carbamate COCC1NCCCC1NC(OC(C)(C)C)=O